ClC1=CC=C(C=C1)C=1C(=NC=NC1C=1C=NN(C1)CC1=CC=C(C=C1)C(F)(F)F)N 5-(p-Chlorophenyl)-6-(1-{[p-(trifluoromethyl)phenyl]methyl}-1H-pyrazol-4-yl)-4-pyrimidinylamine